[1,1'-biphenyl]-4-ylboronic acid C1(=CC=C(C=C1)B(O)O)C1=CC=CC=C1